2-(((1r,4r)-4-(((5-fluoropyridin-2-yl)(phenyl)carbamoyloxy)methyl)cyclohexyl)methoxy)acetic acid FC=1C=CC(=NC1)N(C(=O)OCC1CCC(CC1)COCC(=O)O)C1=CC=CC=C1